N1=C(C=CC=C1)S 2-pyridinyl thiol